butylene bispalmitoate C(CCCCCCCCCCCCCCC)(=O)OCCCCOC(CCCCCCCCCCCCCCC)=O